(5-Methyl-1-[3-(1-methyl-piperidin-4-yl)-propionyl]-piperidin-3-yl)-quinoline-8-carbonitrile CC1CC(CN(C1)C(CCC1CCN(CC1)C)=O)C1=NC2=C(C=CC=C2C=C1)C#N